2-Isopropoxy-5-methyl-4-(cis-1,2,6-trimethyl-1,2,3,6-tetrahydropyridin-4-yl)aniline C(C)(C)OC1=C(N)C=C(C(=C1)C=1C[C@@H](N([C@@H](C1)C)C)C)C